ClC1=CC=C(N1)C(=O)N[C@H](C(=O)N[C@H](C(=O)OC)C[C@H]1C(NCCC1)=O)CC1CC1 methyl (2S)-2-[[(2S)-2-[(5-chloro-1H-pyrrole-2-carbonyl)amino]-3-cyclopropyl-propanoyl]amino]-3-[(3S)-2-oxo-3-piperidyl]propanoate